C(C)(C)(C)OC(=O)N1C(C2=C(C=CC(=C2C1)C1=CN=C2N1C=CC(=C2)C#N)NC2=NC(=C(C=C2)C2COCC2)CN(C)C)=O 4-(7-Cyanoimidazo[1,2-a]pyridin-3-yl)-7-((6-((dimethylamino)methyl)-5-(tetrahydrofuran-3-yl)pyridin-2-yl)amino)-1-oxoisoindoline-2-carboxylic acid tert-butyl ester